ClC=1C=C(C(=NC1)N1CC(N(C2(CN(C2)C=O)C1=O)[C@@H](C)C1=CC=C(C=C1)C(F)(F)F)=O)F (S)-8-(5-chloro-3-fluoro-pyridin-2-yl)-6,9-dioxo-5-(1-(4-(trifluoromethyl)-phenyl)ethyl)-2,5,8-triazaspiro[3.5]nonane-2-carbaldehyde